NC1=C2N=CN(C2=NC=N1)CC(O)C1CC1 2-(6-aminopurine-9-yl)-1-cyclopropyl-ethanol